NCC1OCC(C(C1O)O)NC1=NC(=NN2C1=CC=C2)Cl 2-(aminomethyl)-5-((2-chloropyrrolo[2,1-f][1,2,4]triazin-4-yl)amino)tetrahydro-2H-pyran-3,4-diol